COCCN1CC=2N(CC1)N=C(C2)N 5-(2-Methoxyethyl)-4,5,6,7-tetrahydropyrazolo[1,5-a]pyrazin-2-amine